[Si](C)(C)(C(C)(C)C)OC=1C=C(C=CC1)[N+](=O)[O-] 3-(t-butyldimethylsilyloxy)nitrobenzene